5-chloro-3-(3-chloro-4-hydroxybenzamido)-N-(2-(trifluoromethyl)phenethyl)thiophene-2-carboxamide ClC1=CC(=C(S1)C(=O)NCCC1=C(C=CC=C1)C(F)(F)F)NC(C1=CC(=C(C=C1)O)Cl)=O